2-cyclohexylethan-1-amine C1(CCCCC1)CCN